1-(1-(2,4-bis(trifluoromethyl)phenyl)ethyl)-4-iodo-3-methyl-1H-pyrazole FC(C1=C(C=CC(=C1)C(F)(F)F)C(C)N1N=C(C(=C1)I)C)(F)F